Tert-Butyl (R)-(1-((4-bromo-2-(4-chlorobenzoyl)phenyl)amino)-1-oxopropan-2-yl)carbamate BrC1=CC(=C(C=C1)NC([C@@H](C)NC(OC(C)(C)C)=O)=O)C(C1=CC=C(C=C1)Cl)=O